N/C=C/CC1=CC=C(C=C1)P(C1=CC=C(C=C1)C\C=C\N)=O bis(4-((E)-3-aminoallyl)phenyl)phosphine oxide